ClC1=C(C=C(C=C1C(F)(F)F)[N+](=O)[O-])[C@H](C)N (1S)-1-[2-chloro-5-nitro-3-(trifluoromethyl)phenyl]ethylamine